4,4,4-trifluorobutane-1-thiol FC(CCCS)(F)F